1-(4-(pyridin-3-ylmethyl)-3,4-dihydroquinoxaline-1(2H)-yl)-3-(pyrrolidin-1-yl)propan-1-one N1=CC(=CC=C1)CN1CCN(C2=CC=CC=C12)C(CCN1CCCC1)=O